NC1=NC=2C=CC=CC2C2=C1N=C(N2CCCNC(=S)NC2=CC(=CC=C2)C#N)COCC N-{3-[4-amino-2-(ethoxymethyl)-1H-imidazo[4,5-c]quinolin-1-yl]propyl}-N'-(3-cyanophenyl)thiourea